((1-((1r,4r)-4-(cyanomethyl)cyclohexyl)-6-(benzenesulfonyl)-1,6-dihydroimidazo[4,5-d]pyrrolo[2,3-b]pyridin-2-yl)methyl)carbamic acid tert-butyl ester C(C)(C)(C)OC(NCC1=NC=2C(=C3C(=NC2)N(C=C3)S(=O)(=O)C3=CC=CC=C3)N1C1CCC(CC1)CC#N)=O